C(#N)[C@H](C[C@H]1C(NCC1)=O)NC([C@@H](CC(C)C)C1=C(OC2=C1C=CC=C2)C(=O)N)=O ((S)-1-(((S)-1-cyano-2-((S)-2-oxopyrrolidin-3-yl)ethyl)amino)-4-methyl-1-oxopentan-2-yl)benzofuran-2-carboxamide